(2S,3R,4S,5R,6R)-2-(((1R,2R)-2-Hydroxy-1-(2-(trifluoromethyl)phenyl)butyl)thio)-6-(hydroxymethyl)-4-(4-(3,4,5-trifluorophenyl)-1H-1,2,3-triazol-1-yl)tetrahydro-2H-pyran-3,5-diol O[C@@H]([C@@H](C1=C(C=CC=C1)C(F)(F)F)S[C@@H]1O[C@@H]([C@@H]([C@@H]([C@H]1O)N1N=NC(=C1)C1=CC(=C(C(=C1)F)F)F)O)CO)CC